5,3',4'-Trihydroxy-7-methoxy-Isoflavone OC1=C2C(C(=COC2=CC(=C1)OC)C1=CC(=C(C=C1)O)O)=O